NC1=C2C(=NC=N1)N(N=C2C2=CC(=C(C=C2)NC(=O)NC2=CC(=NO2)C(C)(C)C)F)C2COCCC2 1-(4-(4-AMINO-1-(TETRAHYDRO-2H-PYRAN-3-YL)-1H-PYRAZOLO[3,4-D]PYRIMIDIN-3-YL)-2-FLUOROPHENYL)-3-(3-(TERT-BUTYL)ISOXAZOL-5-YL)UREA